FC=1C(=C(C=CC1F)C(CC(C(F)(F)F)(C=1C=NN(C1)C)O)=O)OC 1-(3,4-difluoro-2-methoxyphenyl)-4,4,4-trifluoro-3-hydroxy-3-(1-methyl-1H-pyrazol-4-yl)butan-1-one